2-[3-(3-chlorophenyl)ureido]-4-methoxy-N-ethylbenzamide ClC=1C=C(C=CC1)NC(NC1=C(C(=O)NCC)C=CC(=C1)OC)=O